4-benzyl-oxy-1-ethyl-3-methyl-pyrazole C(C1=CC=CC=C1)OC=1C(=NN(C1)CC)C